O=C1N(C(C2=CC=CC=C12)=O)CC(=O)NC(CO)CC1=CC=CC=C1 2-(1,3-Dioxo-2,3-dihydro-1H-isoindol-2-yl)-N-(1-hydroxy-3-phenylpropan-2-yl)acetamide